CNC(=S)N methyl-2-thiourea